(5'-hydroxy-4'-methyl-[2,3'-bipyridine]-6'-carbonyl)glycine OC=1C(=C(C=NC1C(=O)NCC(=O)O)C1=NC=CC=C1)C